N1C=CC=2C1=NC=C(C2)OC2=C(C(=O)NS(=O)(=O)C1=CC(=C(C=C1)NCC1CCNCC1)[N+](=O)[O-])C=CC(=C2)N2CCN(CC2)CC2=C(CC1(CCC1)CC2)C2=CC=C(C=C2)Cl 2-((1H-pyrrolo[2,3-b]pyridin-5-yl)oxy)-4-(4-((6-(4-chlorophenyl)spiro[3.5]non-6-en-7-yl)methyl)piperazin-1-yl)-N-((3-nitro-4-((piperidin-4-ylmethyl)amino)phenyl)sulfonyl)benzamide